C(C)(C)O\N=C(/C)\C1=CNC(N(C1=O)N(C(=O)C=1N=CSC1)C)=O (E)-N-(5-(1-(isopropoxyimino)ethyl)-2,6-dioxo-3,6-dihydropyrimidin-1(2H)-yl)-N-methylthiazole-4-carboxamide